6-(7,8-dimethyl-[1,2,4]triazolo[4,3-b]pyridazin-6-yl)-3-(4-methoxy-3-pyridyl)-7,8-dihydro-5H-1,6-naphthyridine CC1=C(C=2N(N=C1N1CC=3C=C(C=NC3CC1)C=1C=NC=CC1OC)C=NN2)C